ClC1=NC2=C(C=C(C=C2C(N1C)=O)C)I 2-chloro-8-iodo-3,6-dimethylquinazolin-4(3H)-one